ClC=1C=C(C=CC1)C=1N(C2=CC=CC(=C2C1)NC1CC[SH4]CC1)CC(F)(F)F 4-{[2-(3-chlorophenyl)-1-(2,2,2-trifluoroethyl)-1H-indol-4-yl]amino}-1λ6-thiane